(3-(3-hydroxyoxetan-3-yl)phenyl)(4-((6-(trifluoromethyl)benzo[d]thiazol-2-yl)methyl)piperidin-1-yl)methanone OC1(COC1)C=1C=C(C=CC1)C(=O)N1CCC(CC1)CC=1SC2=C(N1)C=CC(=C2)C(F)(F)F